N1=CN=C2NC=NC2=C1C=1C(=NC=CC1)NC=1C=C(C=NC1C)NC(C1=CC(=NC=C1)C1(CC1)C#N)=O N-(5-(3-(9H-purin-6-yl)pyridin-2-ylamino)-6-methylpyridin-3-yl)-2-(1-cyanocyclopropyl)-isonicotinamide